2-oxo-3-(phenylsulfonyl)-2,3-dihydro-1H-benzo[d]imidazole-5-carboxamide O=C1N(C2=C(N1)C=CC(=C2)C(=O)N)S(=O)(=O)C2=CC=CC=C2